(S)-1-((7-Cyano-2-(3'-(3-(((S)-3-hydroxypyrrolidin-1-yl)methyl)-1,7-naphthyridin-8-ylamino)-2,2'-dimethylbiphenyl-3-yl)benzo[d]oxazol-5-yl)methyl)-pyrrolidin C(#N)C1=CC(=CC=2N=C(OC21)C=2C(=C(C=CC2)C2=C(C(=CC=C2)NC=2N=CC=C1C=C(C=NC21)CN2C[C@H](CC2)O)C)C)CN2CCCC2